CC=1NC2=C(N1)C=CC=C2 methyl-benzimidazole